2-acetyl-4-morpholino-1,2-dihydrophthalazine-1-carbonitrile C(C)(=O)N1C(C2=CC=CC=C2C(=N1)N1CCOCC1)C#N